ClC=1C(N(N=CC1Cl)CC(=O)C1=CC=C(C=C1)Cl)=O 4,5-dichloro-2-[2-(4-chlorophenyl)-2-oxo-ethyl]pyridazin-3-one